CC=1C=C(C=C(C1)C)NC1=NC=CC(=N1)C1=NN(C(=C1)C(=O)NCC(F)(F)F)C 3-{2-[(3,5-dimethylphenyl)amino]pyrimidin-4-yl}-1-methyl-N-(2,2,2-trifluoroethyl)-1H-pyrazole-5-carboxamide